(3S,4R)-3-{3-[2-hydroxy-6-methyl-4-(trifluoromethyl)phenyl]-5,6-dihydro-7H-pyrrolo[2,3-c]pyridazin-7-yl}piperidin-4-ol monohydrochloride Cl.OC1=C(C(=CC(=C1)C(F)(F)F)C)C1=CC2=C(N=N1)N(CC2)[C@H]2CNCC[C@H]2O